COC=1C=C(C=CC1OC)C=1C(=NN2C1N=C(N=C2NCC2=NC=CC=C2)C)C 8-(3,4-dimethoxyphenyl)-2,7-dimethyl-N-(2-pyridylmethyl)pyrazolo[1,5-a][1,3,5]triazin-4-amine